[Si]([O-])([O-])([O-])[O-].[K+].[K+].[K+].[K+] Kalium silicat